4-(3,5-dimethylpiperidin-4-yl)-2-(2,6-dioxopiperidin-3-yl)-6-fluoroisoindoline-1,3-dione CC1CNCC(C1C1=C2C(N(C(C2=CC(=C1)F)=O)C1C(NC(CC1)=O)=O)=O)C